2,4-dimethyl-4-nonanol CC(C)CC(CCCCC)(O)C